3-[2-chloro-5-[2-chloro-6-(trifluoromethyl)-3-pyridinyl]-4-fluoro-phenyl]-5-methyl-4H-isoxazole-5-carboxylic acid ethyl ester C(C)OC(=O)C1(CC(=NO1)C1=C(C=C(C(=C1)C=1C(=NC(=CC1)C(F)(F)F)Cl)F)Cl)C